(5-ethoxy-6-((6-methylpyridin-3-yl)methoxy)pyridin-3-yl)boronic acid C(C)OC=1C=C(C=NC1OCC=1C=NC(=CC1)C)B(O)O